ethyl 2-bromo-5-methoxy-4-(trifluoromethyl)-benzoate BrC1=C(C(=O)OCC)C=C(C(=C1)C(F)(F)F)OC